FC=1C=C(OC2CC3(CNC3)C2)C=CC1F 6-(3,4-difluorophenoxy)-2-azaspiro[3.3]heptane